8-Methoxy-3-(Trifluoromethyl)Quinoline-6-Carboxamide COC=1C=C(C=C2C=C(C=NC12)C(F)(F)F)C(=O)N